ClC1=CC=NC(=C1C(=O)Cl)C 4-chloro-2-methylnicotinoyl chloride